ClC1=C(OC=2C(=NC=CC2)OCC(=O)OCCOC)C=C(C(=C1)F)N1C(N(C(=CC1=O)C(C)(F)F)C)=O 2-methoxyethyl [(3-{2-chloro-5-[4-(1,1-difluoroethyl)-3-methyl-2,6-dioxo-3,6-dihydropyrimidin-1(2H)-yl]-4-fluorophenoxy}pyridin-2-yl)oxy]acetate